Cl.C(N)(=N)C=1C=C(SC1)CNC(=O)[C@H]1N([C@H]2C[C@]2(C1)C)C(CNC[C@@H]([C@@H]([C@H]([C@H](C)O)O)O)O)=O (1S,3S,5S)-N-((4-carbamimidoylthiophen-2-yl)methyl)-5-methyl-2-(((2S,3S,4S,5S)-2,3,4,5-tetrahydroxyhexyl)glycyl)-2-azabicyclo[3.1.0]hexane-3-carboxamide hydrochloride